O=C([C@H](C)NC(C)=O)N1CCN(CC1)C1=CC(=C(C=C1)[2H])OC(F)(F)F (S)-N-(1-oxo-1-(4-(3-(trifluoromethoxy)phenyl-4-d)piperazin-1-yl)propan-2-yl)acetamide